C1(CCCCC1)C1=CC=C(C(=O)OCCCCCCCCCCCCCCCCCCCCCC)C=C1 behenyl 4-cyclohexylbenzoate